methyl 2-((1-(hydroxymethyl)cyclopropyl)amino)-5-(trifluoromethyl)benzoate OCC1(CC1)NC1=C(C(=O)OC)C=C(C=C1)C(F)(F)F